3-fluoro-N-{4-fluoro-3-[5-(pyrazin-2-yl)-2H-pyrazolo[3,4-b]pyridin-2-yl]phenyl}azetidine FC1CN(C1)C1=CC(=C(C=C1)F)N1N=C2N=CC(=CC2=C1)C1=NC=CN=C1